OCC=1C=C(C=C2C3C(COCC4C2O4)O3)C=CC1CO 3,4-dihydroxymethylstyrenediglycidyl ether